N-(2,4-dichlorophenyl-ethyl)-4-nitrobenzenesulfonamide ClC1=C(C=CC(=C1)Cl)CCNS(=O)(=O)C1=CC=C(C=C1)[N+](=O)[O-]